C1(=CC=C(C=C1)C#CCN(CC(C1=CC=CC=C1)C1=CC=CC=C1)CC#CC1=CC=C(C=C1)C1=CC=CC=C1)C1=CC=CC=C1 3-([1,1'-biphenyl]-4-yl)-N-(3-([1,1'-biphenyl]-4-yl)prop-2-yn-1-yl)-N-(2,2-diphenylethyl)prop-2-yn-1-amine